2-(3-azabicyclo[3.1.0]hexan-3-yl)-3,6-dimethyl-8-((S)-1-((2-(methylsulfonyl)phenyl)amino)ethyl)quinazolin-4(3H)-one C12CN(CC2C1)C1=NC2=C(C=C(C=C2C(N1C)=O)C)[C@H](C)NC1=C(C=CC=C1)S(=O)(=O)C